N1=CC=C2C1=NC=C2 pyrrolo[2,3-b]-pyrrole